CC(CC(=O)OC[C@]12CC[C@H]([C@@H]1[C@H]3CC[C@@H]4[C@]5(CC[C@@H](C([C@@H]5CC[C@]4([C@@]3(CC2)C)C)(C)C)OC(=O)CC(C)C(=O)O)C)C(=C)C)C(=O)O The molecule is a pentacyclic triterpenoid that is betulin acylated at positions O-3 and O-28 by 3-carboxybutanoyl groups. It is isolated from Syzygium claviflorum. It has a role as a metabolite. It derives from a betulin.